ClC=1C=C(NC=2C3=C(N=CN2)C=CC(=N3)O[C@@H]3CN(CC3)C(C=C)=O)C=CC1OC[C@@H]1COCC1 1-[(3S)-3-[4-[3-Chloro-4-[[(3S)-tetrahydrofuran-3-yl]methoxy]anilino]pyrido[3,2-d]pyrimidin-6-yl]oxypyrrolidin-1-yl]prop-2-en-1-one